CN1N=CC(=C1)C1=CC(=CC=N1)N1C[C@@H](NCC1)C (S)-6-(1-methyl-1H-pyrazol-4-yl)-4-(3-methylpiperazin-1-yl)pyridine